2-(3-carboxypropanamido)-4-(2-formamidophenyl)-4-oxobutanoic acid C(=O)(O)CCC(=O)NC(C(=O)O)CC(=O)C1=C(C=CC=C1)NC=O